1-(3-cyano-6-(1-methyl-1H-pyrazol-4-yl)pyrazolo[1,5-a]pyridin-4-yl)-4-methylpiperidine-4-carboxylic acid C(#N)C=1C=NN2C1C(=CC(=C2)C=2C=NN(C2)C)N2CCC(CC2)(C(=O)O)C